FC=1C=C2C(C(=C(NC2=CC1OC)C)C1=CC=C(C=C1)OC1=CC=C(C=C1)C(F)(F)F)=O 6-Fluoro-7-methoxy-2-methyl-3-[4-([4-(trifluoromethyl)phenyl]oxy)phenyl]-1,4-dihydro-quinolin-4-one